C(C)(C)N(C(CC)N)C(C)C N,N-diisopropyl-propanediamine